C(CCCC\C=C/CCCC\C=C/CCCCC)C1(OC[C@@H](O1)CCN(C)C)CCCCC\C=C/CCCC\C=C/CCCCC 2-((S)-2,2-bis((6Z,12Z)-octadeca-6,12-dien-1-yl)-1,3-dioxolan-4-yl)-N,N-dimethylethane-1-amine